(6S,12aS)-2-((E)-(3-methoxyphenyl)methyleneamino)-6-methyl-2,3,12,12a-tetrahydropyrazino[1',2':1,6]pyrido[3,4-b]indole-1,4(6H,7H)-dione COC=1C=C(C=CC1)\C=N\N1C([C@@H]2CC3=C(NC=4C=CC=CC34)[C@@H](N2C(C1)=O)C)=O